COC(C1=C(C(=CC(=C1)[N+](=O)[O-])Br)C)=O 2-methyl-3-bromo-5-nitrobenzoic acid methyl ester